Racemic-ethyl 4-(3,5-difluoropyridin-2-yl)-6,7,8,9-tetrahydro-5H-6,9-epoxycyclohepta[b]pyridine-2-carboxylate FC=1C(=NC=C(C1)F)C1=C2C(=NC(=C1)C(=O)OCC)C1CCC(C2)O1